ON1N=NC2=C1C=CC=C2 1-hydroxy-benzotriazole